NC=1C=C(C=CC1)C1=CC(=CC(=N1)NC1=NN(C(=C1)C)C(=O)[O-])CC1=CC=CC=C1 (6-(3-aminophenyl)-4-benzylpyridin-2-yl)amino-5-methyl-1H-pyrazole-1-carboxylate